3-(2-amino-1-(pyridin-4-yl)-1H-imidazol-4-yl)propionic acid methyl ester COC(CCC=1N=C(N(C1)C1=CC=NC=C1)N)=O